6-(2-(5-((7-cyclobutoxy-4-oxo-3,4-dihydrophthalazin-1-yl)methyl)-2-fluorobenzoyl)-2,5-diazaspiro[3.4]octan-5-yl)nicotinonitrile C1(CCC1)OC1=CC=C2C(NN=C(C2=C1)CC=1C=CC(=C(C(=O)N2CC3(C2)N(CCC3)C3=NC=C(C#N)C=C3)C1)F)=O